(S)-6-(1-(5-(2-amino-5-methylpyridin-4-yl)-7-(2-(ethyl(methyl)amino)ethyl)-1-oxo-3,4-dihydroisoquinolin-2(1H)-yl)ethyl)-4-ethoxynicotinonitrile NC1=NC=C(C(=C1)C1=C2CCN(C(C2=CC(=C1)CCN(C)CC)=O)[C@@H](C)C1=NC=C(C#N)C(=C1)OCC)C